(1R,3S,SR)-tert-Butyl 3-((2'-chloro-2-fluoro-[1,1'-biphenyl]-3-yl)carbamoyl)2-azabicyclo[3.1.0]hexan-2-carboxylate ClC1=C(C=CC=C1)C1=C(C(=CC=C1)NC(=O)[C@H]1N([C@@H]2C[C@H]2C1)C(=O)OC(C)(C)C)F |&1:20|